3-(5-((1-(3-Methyl-6-nitro-1H-indole-2-carbonyl)piperidin-4-yl)ethynyl)-1-oxoisoindolin-2-yl)piperidine-2,6-dione CC1=C(NC2=CC(=CC=C12)[N+](=O)[O-])C(=O)N1CCC(CC1)C#CC=1C=C2CN(C(C2=CC1)=O)C1C(NC(CC1)=O)=O